[N+](=O)([O-])C1=CC=C(C(=O)O[C@H]2[C@@H](NCC2)C)C=C1 (2S,3R)-2-methylpyrrolidin-3-yl 4-nitrobenzoate